CC1=CC(=NC(=N1)N1C[C@@H](CC1)COC1=C(C=CC=C1)C(F)(F)F)C(=O)NS(=O)(=O)C |r| (+-)-6-methyl-N-(methylsulfonyl)-2-(3-((2-(trifluoromethyl)phenoxy)Methyl)pyrrolidin-1-yl)pyrimidine-4-carboxamide